N,N-dimethyl-1-(2-morpholino-5-(4,4,5,5-tetramethyl-1,3-dioxolan-2-yl)phenyl)methanamine CN(CC1=C(C=CC(=C1)C1OC(C(O1)(C)C)(C)C)N1CCOCC1)C